2,4,5-trimethoxyaniline COC1=C(N)C=C(C(=C1)OC)OC